Cl.CN1N=CC(=C1)CN1CCC(CC1)(CCC=1SC=CC1)C1=NC=CC=C1 2-(1-((1-methyl-1H-pyrazol-4-yl)methyl)-4-(2-(thiophen-2-yl)ethyl)piperidin-4-yl)pyridine HCl